3,4-di(t-butoxy)benzaldehyde C(C)(C)(C)OC=1C=C(C=O)C=CC1OC(C)(C)C